CCCCC/C=C\\C=C\\O/C=C/CCCCCCC(=O)[O-] The molecule is an oxo fatty acid anion and the conjugate base of colneleic acid, arising from deprotonation of the carboxylic acid group. It is an oxa fatty acid anion, a long-chain fatty acid anion, a straight-chain fatty acid anion and a polyunsaturated fatty acid anion. It is a conjugate base of a colneleic acid.